2-hydroxy-1-[4-(2-hydroxy-2-methyl-propionyl)-benzyl]-2-methyl-propan-1-one OC(C(=O)CC1=CC=C(C=C1)C(C(C)(C)O)=O)(C)C